C(C(C)C)C1=CC=C(C=C1)C(C(=O)O)C 4-isobutyl-alpha-methyl-phenylacetic acid